C(\C=C/C(=O)O)(=O)O.C(\C=C/C(=O)O)(=O)O.ClC=1C=C(C=CC1OCC1=NC=CC=C1)NC1=C(C=NC2=CC(=C(C=C12)NC(C=CC1N(C=CC=C1)C)=O)OCC)C#N N-(4-((3-chloro-4-(pyridin-2-ylmethoxy)phenyl)amino)-3-cyano-7-ethoxyquinolin-6-yl)-3-(1-methylpyridin-2-yl)acrylamide dimaleate